(2R,3S,4S)-2-[(4-cyanophenyl)methyl]-4-hydroxypyrrolidin-3-yl acetate C(C)(=O)O[C@H]1[C@H](NC[C@@H]1O)CC1=CC=C(C=C1)C#N